ClC1=C(C=CC=C1Cl)SC=1C=2N(C(=NC1)N1C[C@@H]3C([C@@H]3C1)CN)C=CN2 ((1R,5S,6r)-3-(8-((2,3-dichlorophenyl)thio)imidazo[1,2-c]pyrimidin-5-yl)-3-azabicyclo[3.1.0]hexan-6-yl)methanamine